O=C1NC=CC2=C(C=CC=C12)N1N=CC(=C1C(F)(F)F)C(=O)NC=1C=NC(=C(C1)C(F)(F)F)N1C(CCC1)=O 1-(1-oxo-1,2-dihydroisoquinolin-5-yl)-N-(6-(2-oxopyrrolidin-1-yl)-5-(trifluoromethyl)pyridin-3-yl)-5-(trifluoromethyl)-1H-pyrazole-4-carboxamide